C(C)(C)(C)OC(=O)C=1C=NC=CC1.C1=CC=CC2=CC=CC=C12 naphthalene tert-butyl-pyridine-3-carboxylate